FC(S(=O)(=O)OC1=C(CCCC1)C1=C(C(=CC(=C1)C)C(C)(C)C)OCOC)(F)F 3'-(tert-butyl)-2'-(methoxymethyloxy)-5'-methyl-3,4,5,6-tetrahydro-[1,1'-biphenyl]-2-yl trifluoromethanesulfonate